1-(5-chlorothien-2-yl)ethan-1-one ClC1=CC=C(S1)C(C)=O